(S)-N-(3-(1-((1-methyl-1H-pyrazolo[3,4-b]pyrazin-6-yl)amino)ethyl)phenyl)-5-(methylsulfonyl)nicotinamide CN1N=CC=2C1=NC(=CN2)N[C@@H](C)C=2C=C(C=CC2)NC(C2=CN=CC(=C2)S(=O)(=O)C)=O